6-(2-amino-5-(4-(4-fluoropiperidin-1-yl)phenyl)pyridin-3-yl)-3,4-dihydroisoquinolin-1(2H)-one NC1=NC=C(C=C1C=1C=C2CCNC(C2=CC1)=O)C1=CC=C(C=C1)N1CCC(CC1)F